2,2'-(ethylenedioxy)bis(ethylammonium) C(OCC[NH3+])COCC[NH3+]